3'-O-methoxyethyl-5-methylcytidine COCCO[C@H]1[C@H]([C@@H](O[C@@H]1CO)N1C(=O)N=C(N)C(=C1)C)O